C(C)OC(COC1=NOC(=C1)[C@@H](C(=O)N1[C@@H](C[C@H](C1)O)C(=O)N[C@@H](C)C1=CC=C(C=C1)C1=C(N=CS1)C)C(C)C)OCC (2S,4R)-1-[(2S)-2-[3-(2,2-diethoxyethoxy)isoxazol-5-yl]-3-methyl-butanoyl]-4-hydroxy-N-[(1S)-1-[4-(4-methylthiazol-5-yl)phenyl]ethyl]pyrrolidine-2-carboxamide